Methyl-4-{(1S)-1-[(8-benzyl-7-oxo-pyrido[2,3-d]pyrimidin-2-yl)amino]ethyl}benzoat COC(C1=CC=C(C=C1)[C@H](C)NC=1N=CC2=C(N1)N(C(C=C2)=O)CC2=CC=CC=C2)=O